Cl.NC=1C=CC2=C(N(C(CCC23CC3)=O)C)N1 amino-9'-methyl-6',7'-dihydrospiro[cyclopropane-1,5'-pyrido[2,3-b]azepine]-8'(9'H)-one hydrochloride